(S)-8-(2,4-dichlorophenyl)-9-(4-((1-(3-fluoropropyl)pyrrolidin-3-yl)oxy)phenyl)-6,7-dihydro-5H-benzo[7]annulene-3-carboxylic acid ClC1=C(C=CC(=C1)Cl)C=1CCCC2=C(C1C1=CC=C(C=C1)O[C@@H]1CN(CC1)CCCF)C=CC(=C2)C(=O)O